C[N+](C)(CC1=CC=CC=C1)CC1=CC=CC=C1 N,N-dimethyldibenzylammonium